FC=1C=C(C=CC1)C1=NOC(=C1C(=O)OCC)C ethyl 3-(3-fluorophenyl)-5-methyl-isoxazole-4-carboxylate